C(C)C1C(C=CC(=C1)C)(C)O 2-ethyl-4-xylenol